C(C)(C)(C)O[C@H](C(=O)OCC)C1=C(C2=C(N=C(S2)C=2C=C3C(=NN(C3=CC2)C2CC2)C2CCN(CC2)C2COC2)C=C1C)C1=CC=C(C=C1)Cl ethyl (S)-2-(tert-butoxy)-2-(7-(4-chlorophenyl)-2-(1-cyclopropyl-3-(1-(oxetan-3-yl)piperidin-4-yl)-1H-indazol-5-yl)-5-methylbenzo[d]thiazol-6-yl)acetate